2,5-dimethyl-2,5-di(alpha-cumyl-peroxy)-3-hexyne CC(C)(C#CC(C)(OOC(C)(C)C1=CC=CC=C1)C)OOC(C)(C)C1=CC=CC=C1